tert-butyl (3aS,7aR)-5-[1-[(3R)-2,6-dioxo-3-piperidyl]indolin-4-yl]-3,3a,4,6,7,7a-hexahydro-2H-pyrrolo[3,2-c]pyridine-1-carboxylate O=C1NC(CC[C@H]1N1CCC2=C(C=CC=C12)N1C[C@H]2[C@@H](CC1)N(CC2)C(=O)OC(C)(C)C)=O